CS(=O)(=O)C[C@@H]1[C@H](N(C1)C=1C=CC(=C2C=C(N=CC12)NC1=NC(=NC=C1)N1CCC(CC1)(O)C)C(C)C)C 1-[4-({8-[(2R,3S)-3-(methane-sulfonylmethyl)-2-methylazetidin-1-yl]-5-(propan-2-yl)isoquinolin-3-yl}amino)pyrimidin-2-yl]-4-methyl-piperidin-4-ol